5-(methylamino)-6-(3-methylimidazo[4,5-c]pyridin-7-yl)-3-[4-(pyrrolidin-1-ylmethyl)anilino]pyrazine-2-carboxamide diformate C(=O)O.C(=O)O.CNC=1N=C(C(=NC1C=1C2=C(C=NC1)N(C=N2)C)C(=O)N)NC2=CC=C(C=C2)CN2CCCC2